C1(=CC=CC=C1)C1(C2=CC=CC=C2C=2C=CC(=CC12)B1OC(C(O1)(C)C)(C)C)C=1C=NC=CC1 3-(9-phenyl-2-(4,4,5,5-tetramethyl-1,3,2-dioxaborolan-2-yl)-9H-fluoren-9-yl)pyridine